(S)-1-(5-(2,4-dimethoxypyrimidin-5-yl)pyrazolo[1,5-a]pyrimidin-7-yl)-4,4-difluoropyrrolidin-3-ol COC1=NC=C(C(=N1)OC)C1=NC=2N(C(=C1)N1C[C@@H](C(C1)(F)F)O)N=CC2